NC1=NC2=CC(=CC=C2C(=N1)NC12CC3(C[C@@H](C[C@H](C1)C3)C2)O)C2=NNC=C2 (1s,3r,5R,7S)-3-((2-Amino-7-(1H-pyrazol-3-yl)quinazolin-4-yl)amino)adamantan-1-ol